3-(((1-(5-(3-chloro-4-isopropoxyphenyl)-1,2,4-oxadiazol-3-yl)-1H-indol-5-yl)methyl)amino)propionic acid tert-butyl ester C(C)(C)(C)OC(CCNCC=1C=C2C=CN(C2=CC1)C1=NOC(=N1)C1=CC(=C(C=C1)OC(C)C)Cl)=O